tert-butyl (3-bromopyrazolo[1,5-a]pyridin-5-yl)(ethyl)carbamate BrC=1C=NN2C1C=C(C=C2)N(C(OC(C)(C)C)=O)CC